C[C@]12CC[C@@H](C[C@H]1CC[C@@H]3[C@@H]2CC[C@]4([C@H]3CCC4=O)C)O[C@H]5[C@@H]([C@H]([C@@H]([C@H](O5)C(=O)O)O)O)O The molecule is a steroid glucosiduronic acid having etiocholanolone as the steroid component. It has a role as a human blood serum metabolite, a human urinary metabolite, a human xenobiotic metabolite and a marine xenobiotic metabolite. It is a steroid glucosiduronic acid and a 17-oxo steroid. It is a conjugate acid of an etiocholanolone 3-glucuronide(1-).